Cis-oleoyl-sn-glycero-3-phosphorylcholine C(CCCCCCC\C=C/CCCCCCCC)(=O)C(OP(OC[C@@H](CO)O)(=O)O)C[N+](C)(C)C